N1=C(C(=CC=C1)C(=O)N1CCC(CC1)(C#N)[C@H](C)C1=CC(=CC(=C1)F)F)C1=CC=NC=C1 |r| racemic-1-([2,4'-bipyridine]-3-carbonyl)-4-(1-(3,5-difluorophenyl)ethyl)piperidine-4-carbonitrile